1-(isocyanomethyl)naphthalene [N+](#[C-])CC1=CC=CC2=CC=CC=C12